2-(4-(6-(4-Bromo-2-fluorobenzyloxy)pyridin-2-yl)-2-fluorobenzyl)-1-((tetrahydrofuran-2-yl)methyl)-1H-benzo[d]imidazol BrC1=CC(=C(COC2=CC=CC(=N2)C2=CC(=C(CC3=NC4=C(N3CC3OCCC3)C=CC=C4)C=C2)F)C=C1)F